CC1=CC2=C(N=CN=C2C2CCN(CC2)CC=2C=C3CN(C(C3=CC2)=O)N2C(NC(CC2)=O)=O)S1 1-(5-((4-(6-methylthieno[2,3-d]pyrimidin-4-yl)piperidin-1-yl)methyl)-1-oxoisoindolin-2-yl)dihydropyrimidine-2,4(1H,3H)-dione